C([C@H]([C@@H](C(=O)COP(=O)(O)O)O)O)OP(=O)(O)O The molecule is a xylulose phosphate that is D-xylulose carrying two phospho groups at positions 1 and 5. It has a role as an EC 4.1.1.39 (ribulose-bisphosphate carboxylase) inhibitor. It derives from a D-xylulose. It is a conjugate acid of a D-xylulose 1,5-bisphosphate(4-).